C1(CC1)[C@H](C(C)(C)O)N1CC2=CC=CC(=C2C1=O)NC(=O)C=1C2=C(N=CC1)OCC2 |o1:3| (R or S)-N-(2-(1-cyclopropyl-2-hydroxy-2-methylpropyl)-3-oxoisoindolin-4-yl)-2,3-dihydrofuro[2,3-b]pyridine-4-carboxamide